CN1N=C(C2=CC(=CC=C12)C=1N=C(N2C1CN(CC2)C(=O)OC(C)(C)C)C2COCC2)C=2C=NN(C2)C tert-Butyl 1-(1-methyl-3-(1-methyl-1H-pyrazol-4-yl)-1H-indazol-5-yl)-3-(tetrahydrofuran-3-yl)-5,6-dihydroimidazo[1,5-a]pyrazine-7(8H)-carboxylate